2-((1,1-dioxotetrahydro-2H-thiopyran-4-yl)amino)-8-((1R,2R)-2-hydroxy-2-methylcyclopentyl)-6-iodopyrido[2,3-d]pyrimidin-7(8H)-one O=S1(CCC(CC1)NC=1N=CC2=C(N1)N(C(C(=C2)I)=O)[C@H]2[C@](CCC2)(C)O)=O